C1(=CC=CC=C1)C1=CC=CC(=N1)C1=C(C=CC=C1)C1=C(C(=NC(=C1N1C2=C(C3=CC=CC=C13)C=CN=C2)N2C1=C(C3=CC=CC=C23)C=CN=C1)N1C2=C(C3=CC=CC=C13)C=CN=C2)N2C1=C(C3=CC=CC=C23)C=CN=C1 9,9',9'',9'''-(4-(2-(6-phenylpyridin-2-yl)phenyl)pyridine-2,3,5,6-tetrayl)tetrakis(9H-pyrido[3,4-b]indole)